1,2,3,5-tetrahydro-s-indacene C1CCC2=CC=3CC=CC3C=C12